4-((6-(2-(Piperazin-1-yl)ethoxy)pyridin-3-yl)amino)-2-(piperidin-1-yl)pyrimido[4,5-d]pyridazin-5(6H)-on N1(CCNCC1)CCOC1=CC=C(C=N1)NC1=NC(=NC=2C=NNC(C21)=O)N2CCCCC2